C(#N)NC1CCC2(CN(C2)C[C@H]2CN(CC2)C2=NC=NC=C2OC2=C(C(=O)N(C(C)C)C(C)C)C=C(C=C2)F)CC1 (S)-2-((4-(3-((7-cyanoamino-2-azaspiro[3.5]nonane-2-yl)methyl)pyrrolidin-1-yl)pyrimidin-5-yl)oxy)-5-fluoro-N,N-diisopropylbenzamide